Methyl ((benzyloxy)carbonyl)(sulfamoyl)-D-alaninate C(C1=CC=CC=C1)OC(=O)N([C@H](C)C(=O)OC)S(N)(=O)=O